(2S,3S,5S)-4-[[3-(4-Fluoro-2-methoxy-3-methyl-phenyl)-5-methyl-5-(trifluoromethyl)tetrahydrofuran-2-carbonyl]amino]pyridin-2-carboxamid FC1=C(C(=C(C=C1)[C@H]1[C@H](O[C@@](C1)(C(F)(F)F)C)C(=O)NC1=CC(=NC=C1)C(=O)N)OC)C